FC1=CC=C(C=C1)C#CC=1C=C(C(=O)OC)C=CC1S(=O)(=O)CC1=CC=C(C=C1)[N+](=O)[O-] methyl 3-((4-fluorophenyl)ethynyl)-4-((4-nitrobenzyl)sulfonyl)benzoate